2-(2-((5-(1-aminoisoquinolin-5-yl)-1-(1-isopentylazetidin-3-yl)-1H-indazol-3-yl)methoxy)phenyl)acetic acid NC1=NC=CC2=C(C=CC=C12)C=1C=C2C(=NN(C2=CC1)C1CN(C1)CCC(C)C)COC1=C(C=CC=C1)CC(=O)O